C(CC)NC(O[C@H]1C[C@H](CC1)C1=CC(=NN1)NC(CC1=C(C=CC=C1)S(=O)(=O)C1CC1)=O)=O (1R,3S)-3-[3-({[2-(cyclopropylsulfonyl)-phenyl]acetyl}amino)-1H-pyrazol-5-yl]cyclopentyl propylcarbamate